rac-2'-chloro-N-(5-((1R,2S)-2-hydroxycyclobutoxy)-1,3,4-thiadiazol-2-yl)-5'-methoxy-6-methyl-(4,4'-bipyridine)-3-carboxamide ClC1=NC=C(C(=C1)C1=C(C=NC(=C1)C)C(=O)NC=1SC(=NN1)O[C@H]1[C@H](CC1)O)OC |r|